N1-methyl-4-trifluoromethyl-benzene-1,2-diamine CNC=1C(=CC(=CC1)C(F)(F)F)N